3-(((E)-(9-butyl-1-methyl-beta-carbolin-3-yl)methylene)hydrazino)indol-2-one C(CCC)N1C2=CC=CC=C2C=2C=C(N=C(C12)C)\C=N\NC=1C(N=C2C=CC=CC12)=O